(2S,4R)-N-[(S)-(4-cyclopropyl-3-fluorophenyl)(phenyl)methyl]-4-fluoro-1-[2-(1H-indazol-3-yl)acetyl]pyrrolidine-2-carboxamide C1(CC1)C1=C(C=C(C=C1)[C@@H](NC(=O)[C@H]1N(C[C@@H](C1)F)C(CC1=NNC2=CC=CC=C12)=O)C1=CC=CC=C1)F